O[C@@]1(CC[C@@H]2[C@H]3CC[C@]4([C@H]([C@@H]3CC[C@@H]2C1)CCCC[C@@H]4C(C)=O)C)C 1-((2R,4aS,4bR,6aS,7S,11aS,11bR,13aR)-2-hydroxy-2,6a-dimethyloctadecahydro-1H-cyclohepta[a]phenanthren-7-yl)ethan-1-one